Pyridine-5-carboxylic acid methyl ester hydrochloride Cl.COC(=O)C=1C=CC=NC1